C(C)(C)(C)OC(=O)N1[C@H]2CN(C[C@@H]1CC2)C=2C1=CN(N=C1C(=CC2)C(=O)O)CC 4-[(1R,5S)-8-(tert-butoxycarbonyl)-3,8-diazabicyclo[3.2.1]octan-3-yl]-2-ethylindazole-7-carboxylic acid